4-[4-[1-(2,6-dioxo-3-piperidyl)-5-oxo-2H-pyrrol-3-yl]phenyl]piperazine-1-carboxylic acid tert-butyl ester C(C)(C)(C)OC(=O)N1CCN(CC1)C1=CC=C(C=C1)C=1CN(C(C1)=O)C1C(NC(CC1)=O)=O